(S)-(4-(4-fluoropyrazolo[1,5-a]pyridin-2-yl)-6,7-dihydro-1H-imidazo[4,5-c]pyridin-5(4H)-yl)(5-(5-methylpyridin-2-yl)-1,3,4-oxadiazol-2-yl)methanone FC=1C=2N(C=CC1)N=C(C2)[C@H]2N(CCC1=C2N=CN1)C(=O)C=1OC(=NN1)C1=NC=C(C=C1)C